(R)-(2-((5-chloro-2-((3-chloro-4-(2-(3-(dimethylamino)pyrrolidin-1-yl)-7-azaspiro[3.5]nonan-7-yl)phenyl)amino)pyrimidin-4-yl)amino)phenyl)dimethylphosphine oxide ClC=1C(=NC(=NC1)NC1=CC(=C(C=C1)N1CCC2(CC(C2)N2C[C@@H](CC2)N(C)C)CC1)Cl)NC1=C(C=CC=C1)P(C)(C)=O